BrC1=CC(=C(C=C1)C1=CC=CC=C1)Cl 4-bromo-2-chloro-1,1'-biphenyl